3-(2-aminoethylamino)propyl-methyl-diethoxysilane NCCNCCC[Si](OCC)(OCC)C